3-(5-(tosyloxy)pentoxy)propanoic acid ethyl ester C(C)OC(CCOCCCCCOS(=O)(=O)C1=CC=C(C)C=C1)=O